C(#N)CC1N(CCN(C1)CC=1C=NC=2C(=C(C(NC2C1)=O)C(F)(F)F)C)C=1C=CC(=NC1)C(=O)NC 5-(2-(cyanomethyl)-4-((8-methyl-6-oxo-7-(trifluoromethyl)-5,6-dihydro-1,5-naphthyridin-3-yl)methyl)piperazin-1-yl)-N-methylpyridineamide